NCC1=CC=C(C(=O)O)C=C1 d-4-Aminomethyl-benzoic acid